FC(CN1CC2(C1)CC(C2)NC=2C=1N(C=CC2)C(=C(N1)C#CCNC=1C=C(C(=O)NC)C=CC1OC)SC(F)(F)F)F 3-((3-(8-((2-(2,2-difluoroethyl)-2-azaspiro[3.3]heptan-6-yl)amino)-3-((trifluoromethyl)thio)imidazo[1,2-a]pyridin-2-yl)prop-2-yn-1-yl)amino)-4-methoxy-N-methylbenzamide